CN(CC(=O)N1CCC(CC1)C=1C=C2C(=C(NC2=CC1)C1=CNC2=NC=CC(=C21)C)C(C)C)C 2-(dimethylamino)-1-(4-(3-isopropyl-2-(4-methyl-1H-pyrrolo[2,3-b]pyridin-3-yl)-1H-indol-5-yl)piperidin-1-yl)ethan-1-one